2,4-diaminomethyl-benzenesulfonic acid potassium [K].NCC1=C(C=CC(=C1)CN)S(=O)(=O)O